8-methylenepyrano[3,2-d]pyrimidine trifluoroacetate FC(C(=O)O)(F)F.C=C1C=COC2=C1N=CN=C2